2-((3R,5R)-1-(1,6-dimethyl-5-nitro-1H-benzo[d]imidazol-2-yl)-5-methoxypiperidin-3-yl)isoindoline-1,3-dione CN1C(=NC2=C1C=C(C(=C2)[N+](=O)[O-])C)N2C[C@@H](C[C@H](C2)OC)N2C(C1=CC=CC=C1C2=O)=O